(tetrahydrofuran-2-yl)-3,3-diphenyl-indoline O1C(CCC1)N1CC(C2=CC=CC=C12)(C1=CC=CC=C1)C1=CC=CC=C1